2-piperazin-1-ylethanol N1(CCNCC1)CCO